NC(N[N+](=O)[O-])=NC1=NC=C(C(=O)N(CC2=NC=C(C=C2)C(F)(F)F)C(C)C2=NC=CC=N2)C=C1 6-((amino(nitroamino)methylene)amino)-N-(1-(pyrimidin-2-yl)ethyl)-N-((5-(trifluoromethyl)pyridin-2-yl)methyl)nicotinamide